S1C(=CC=C1)C=1NC(SC1)=C(C#N)C#N 2-(4-(thiophen-2-yl)thiazol-2(3H)-ylidene)malononitrile